N1=C(C=CC=C1)CC1=NNC(=C1)N 3-(pyridin-2-ylmethyl)-1H-pyrazol-5-amine